(S)-5,5-dimethyl-2-(2-(pyrazine-2-carboxamido)acetamido)hexanoic acid CC(CC[C@@H](C(=O)O)NC(CNC(=O)C1=NC=CN=C1)=O)(C)C